C(N1C(C=2C=CC=CC2C2=C1N(N=C2)[C@@H]2COCC2)=O)([2H])([2H])[2H] 4-(methyl-d3)-3-((S)-tetrahydrofuran-3-yl)-3,4-dihydro-5H-pyrazolo[3,4-c]isoquinolin-5-one